(phenoxymethyl)-1,2,4-oxadiazol O(C1=CC=CC=C1)CC1=NOC=N1